methyl 2-(thiophene-3-oxy)propionate S1C=C(C=C1)OC(C(=O)OC)C